indium (III) hydroxyiminopropionate ON=C(C(=O)[O-])C.[In+3].ON=C(C(=O)[O-])C.ON=C(C(=O)[O-])C